6,7-Dihydrobenzo[b]thiophen-4(5H)-one S1C2=C(C=C1)C(CCC2)=O